C(#N)/C(/C(=O)N)=C\C1=C(C=C(C=C1)OCC=1C(=C(C=CC1)C1=CC=CC=C1)C)OC (E)-2-cyano-3-(2-methoxy-4-((2-methyl-[1,1'-biphenyl]-3-yl)methoxy)phenyl)acrylamide